C12=CC=C(C=C2CC1)CO (4-bicyclo[4.2.0]octa-1,3,5-trienyl)methanol